9-Bromo-6,7-dihydropyrimido[6,1-a]isoquinoline-2,4-dione BrC=1C=C2CCN3C(C2=CC1)=CC(NC3=O)=O